C(C)(C)(C)[Si](OC)(OC)CC(C)C tert-butyl-isobutyl-dimethoxysilane